N-{[3-(hydroxymethyl)phenyl]methyl}acetamide Methyl-4-((5-(2-(4,5-dichloro-6-oxopyridazin-1(6H)-yl)acetamido)-2-methylphenyl)sulfonyl)morpholine-2-carboxylate COC(=O)C1CN(CCO1)S(=O)(=O)C1=C(C=CC(=C1)NC(CN1N=CC(=C(C1=O)Cl)Cl)=O)C.OCC=1C=C(C=CC1)CNC(C)=O